CN(CCN(C=1C=CC(=C(CN2CCN(CC2)C(C)C2=CC=C(C#N)C=C2)C1)C(F)(F)F)C)C 4-{1-(4-[5-{[2-(dimethyl-amino)ethyl](methyl)amino}-2-(trifluoromethyl)benzyl]piperazin-1-yl)ethyl}benzonitrile